8-(6-((2-(7-azaspiro[3.5]nonan-7-yl)ethoxy)methyl)pyridin-3-yl)-1-isopropyl-3-methyl-1H-imidazo[4,5-c]cinnolin-2(3H)-one C1CCC12CCN(CC2)CCOCC2=CC=C(C=N2)C2=CC=1C3=C(N=NC1C=C2)N(C(N3C(C)C)=O)C